3,3-bis(2-methyl-1H-imidazol-1-yl)acrolein CC=1N(C=CN1)C(=CC=O)N1C(=NC=C1)C